N-((1-(trifluoromethyl)cyclopropyl)methyl)piperidin FC(C1(CC1)CN1CCCCC1)(F)F